S1C=NC2=C1C=CC=C2C=2C(=CC(=C(C2)NC(=O)C2=CNC(C=C2C(F)(F)F)=O)N2C[C@H](N([C@H](C2)C)C)C)F |r| N-[5-(1,3-benzothiazol-4-yl)-4-fluoro-2-[rac-(3R,5S)-3,4,5-trimethylpiperazin-1-yl]phenyl]-6-oxo-4-(trifluoromethyl)-1H-pyridine-3-carboxamide